2-(Azetidin-1-yl)-N-(7-fluoro-2-formyl-indan-5-yl)propanamide N1(CCC1)C(C(=O)NC=1C=C2CC(CC2=C(C1)F)C=O)C